(S)-2-(1-palmitoylpyrrolidine-2-carboxamido)acetic acid C(CCCCCCCCCCCCCCC)(=O)N1[C@@H](CCC1)C(=O)NCC(=O)O